anethole-trithione COC1=CC=C(C=C1)C2=CC(=S)SS2